CN1CCC2(CC1)OC1=C(C2)C=C(C=C1)CNC12CC(C1)C2 N-((1'-methyl-3H-spiro[benzofuran-2,4'-piperidin]-5-yl)methyl)bicyclo[1.1.1]pentan-1-amine